N-[7-(2-chloro-5-fluorophenyl)-3,3-dideuterio-2,9-dioxo-1,2,3,7,8,9-hexahydro[1,4]oxazino[3,2-e]isoindol-6-yl]-5-fluoro-3-(trifluoromethyl)benzamide ClC1=C(C=C(C=C1)F)C1NC(C2=C3C(=CC(=C12)NC(C1=CC(=CC(=C1)F)C(F)(F)F)=O)OC(C(N3)=O)([2H])[2H])=O